NC=1N=C(C2=C(N1)NC=C2)OC2=CC=C(C=C2)NC(N[C@H](C(=O)OC)CCC2=CC=CC=C2)=O methyl (S)-2-(3-(4-((2-amino-7H-pyrrolo[2,3-d]pyrimidin-4-yl)oxy)phenyl) ureido)-4-phenylbutanoate